CNC(C1=C(C=CC=C1)SC1=CC=C2C(=NNC2=C1)\C=C\C1=NC(=CC=C1)OCCN1CCCC1)=O N-methyl-2-({3-[(E)-2-{6-[2-(pyrrolidin-1-yl)ethoxy]pyridine-2-yl}vinyl]-1H-indazol-6-yl}thio)benzamide